[6-(3-fluorobenzenesulfonyl)-1,2,3,4-tetrahydronaphthalen-1-yl]methylamine FC=1C=C(C=CC1)S(=O)(=O)C=1C=C2CCCC(C2=CC1)CN